CC(=O)N[C@@H]1[C@H]([C@H]([C@H](O[C@H]1O[C@@H]2[C@H](OC([C@@H]([C@H]2O)NC(=O)C)O)COS(=O)(=O)O)CO)O)O The molecule is an amino disaccharide comprising N-acetyl-beta-D-galactosamine and N-acetyl-6-O-sulfo-D-glucosamine residues linked (1->4). It is an amino disaccharide, an oligosaccharide sulfate, a galactosamine oligosaccharide and a glucosamine oligosaccharide.